1-(4-(pyridin-3-yl)-3,4-dihydroquinoxaline-1(2H)-yl)-3-(pyrrolidin-1-yl)propan-1-one N1=CC(=CC=C1)N1CCN(C2=CC=CC=C12)C(CCN1CCCC1)=O